C(C=C)(=O)NC=1C=C(C=CC1C(=O)N1CCC(CC1)OC)NC1=CC(=CN(C1=O)C)C=1C(=C(C=CC1)NC(C1=CC=C(C=C1)C(C)(C)C)=O)C N-(3-(5-((3-acrylamido-4-(4-methoxypiperidine-1-carbonyl)phenyl)amino)-1-methyl-6-oxo-1,6-dihydropyridin-3-yl)-2-methylphenyl)-4-(tert-butyl)benzamide